1,4-Bis-(1-hydroxy-1-methyl-ethyl)-benzol OC(C)(C)C1=CC=C(C=C1)C(C)(O)C